6-(6'-amino-6-((ethyl(methyl)amino)meth-yl)-2'-fluoro-5-morpholino-[2,3'-bipyridin]-5'-yl)-7-fluoro-3,4-dihydroisoquinolin-1(2H)-one NC1=C(C=C(C(=N1)F)C1=NC(=C(C=C1)N1CCOCC1)CN(C)CC)C=1C=C2CCNC(C2=CC1F)=O